7-(3-(2-isopropylpyridin-3-yl)-7,8-dihydro-1,6-naphthyridin-6(5H)-yl)-8-methyl-4H-pyrimido[1,2-b]pyridazin-4-one C(C)(C)C1=NC=CC=C1C=1C=NC=2CCN(CC2C1)C=1C(=CC=2N(N1)C(C=CN2)=O)C